P(O)(=O)(OP(=O)(O)OP(=O)(O)O)OC[C@@H]1C[C@H]([C@@H](O1)N1C(=O)N=C(N)C=C1)O 3'-deoxycytidine-5'-triphosphate